FC(C(=O)O)(F)F.FC(C(=O)O)(F)F.FC(C(=O)O)(F)F.FC(C(=O)O)(F)F.O=C1NC(CCC1N1C(C2=CC=CC=C2C1=O)=O)=O 2-(2,6-dioxopiperidin-3-yl)isoindoline-1,3-dione tetratrifluoroacetate